C1(CC1)C=1N=C(C(=NC1C=1C2=C(C=NC1)N(C=N2)C)C(=O)OC)NC=2C(=NN(C2)CC(F)(F)F)C Methyl 5-cyclopropyl-6-(3-methylimidazo[4,5-c]pyridin-7-yl)-3-[[3-methyl-1-(2,2,2-trifluoroethyl)pyrazol-4-yl]amino]pyrazine-2-carboxylate